ClC=1C=C(C=CC1OC)OB(O)O (3-chloro-4-methoxyphenyl)boric acid